n-undecyl octanoate C(CCCCCCC)(=O)OCCCCCCCCCCC